hydroxy-4-(perfluoroethyl)cyclohexane-1-one oxime OC1C(CCC(C1)C(C(F)(F)F)(F)F)=NO